1,2-Bis((di-tert.-butylphosphanyl)methyl)benzol C(C)(C)(C)P(C(C)(C)C)CC1=C(C=CC=C1)CP(C(C)(C)C)C(C)(C)C